pyridazin-3-carboxamidine N1=NC(=CC=C1)C(=N)N